(2S,3S)-3-({1-cyclopentyl-5-[2-(trifluoromethyl)phenyl]-1H-pyrazol-3-yl}formamido)-5-{6,6-difluoro-3-azabicyclo[3.1.0]hexan-3-yl}-2-methylpentanoic acid C1(CCCC1)N1N=C(C=C1C1=C(C=CC=C1)C(F)(F)F)C(=O)N[C@H]([C@@H](C(=O)O)C)CCN1CC2C(C2C1)(F)F